ClC1=NC=CC2=C1CN(C2=O)C2=CC(=CC=C2)[C@@H](CC2=NN=CN2C)C 4-chloro-2-[3-[(2R)-1-(4-methyl-4H-1,2,4-triazol-3-yl)propan-2-yl]phenyl]-1H,2H,3H-pyrrolo[3,4-c]pyridin-1-one